ClC1=NC=2N(C(=C1)NCC=1N=C3N(C=CC=C3)C1C1CC1)N=CC2C(C)C 5-chloro-N-((3-cyclopropylimidazo[1,2-a]pyridin-2-yl)methyl)-3-isopropylpyrazolo[1,5-a]pyrimidin-7-amine